ClC1=CC=C(C=C1)C(C(=O)OCC)(F)F ethyl 2-(4-chlorophenyl)-2,2-difluoroacetate